NC(C[C@H](SC1=CC(=NC=C1C#N)OC)C1=CC=CC=C1)CO 4-((S)-3-amino-4-hydroxy-1-phenyl-butylthio)-6-methoxy-nicotinonitrile